OC1=CC=C(C=C1)CCC=1C=C(C=C(C1)OC)O 3-[2-(4-hydroxyphenyl)-ethyl]-5-methoxyphenol